CC(C(=O)[O-])=CC=CC1=CC=CC=C1 (α-methyl)styrene-acrylate